OC(=O)C(F)(F)F.CN(C(C=C)=O)C1=CC=C2CCNCC2=C1 N-methyl-N-(1,2,3,4-tetrahydroisoquinolin-7-yl)acrylamide TFA salt